silyl ether silicon [Si].[SiH3]O[SiH3]